OCCC(=O)N1CCC(CC1)C(=O)N([C@H](C(F)(F)F)C1=CC=C(C=C1)NC=1C(=C2C(=NC1)SC(=N2)C)[C@H](C)OC)C 1-(3-hydroxypropanoyl)-N-methyl-N-{(1S)-2,2,2-trifluoro-1-[4-({7-[(1S)-1-methoxyethyl]-2-methyl[1,3]thiazolo[5,4-b]pyridin-6-yl}amino)phenyl]ethyl}piperidine-4-carboxamide